(2,6-difluorophenyl)-7-(6-(4-methylpiperazin-1-yl)pyridin-3-yl)quinazolin-4-amine FC1=C(C(=CC=C1)F)C1=NC2=CC(=CC=C2C(=N1)N)C=1C=NC(=CC1)N1CCN(CC1)C